(2RS,4RS,4ARS,9BSR)-2,4-dimethyl-4,4a,5,9b-tetrahydroindeno[1,2-d][1,3]dioxine C[C@@H]1O[C@@H]([C@@H]2[C@H](O1)C1=CC=CC=C1C2)C |r|